5-((6-(5-(((4-(methoxymethyl)pyrimidin-2-yl)oxy)methyl)-1-methyl-1H-1,2,3-triazole-4-yl)-2-methylpyridin-3-yl)oxy)-1-methyl-octahydropentalene-1-carboxylic acid COCC1=NC(=NC=C1)OCC1=C(N=NN1C)C1=CC=C(C(=N1)C)OC1CC2CCC(C2C1)(C(=O)O)C